NCCCO[Si](OC)(OC)OC gamma-aminopropoxytrimethoxysilane